ClC=1C=NN(C1C(NC1=NC=C(C=C1F)C#CC1=CC=CC=C1)=O)[C@H]1[C@@H](CN(CC1)C(=O)OC(C)(C)C)F tert-butyl (3R,4R)-4-(4-chloro-5-((3-fluoro-5-(phenylethynyl)pyridin-2-yl)carbamoyl)-1H-pyrazol-1-yl)-3-fluoropiperidine-1-carboxylate